CS(=O)(=O)N(S(=O)(=O)C)C1=CC=C(C=C1)CN1CCC(CC1)(C1=NC=CC=C1)CCC1=CC=CC=C1 N-(methylsulfonyl)-N-(4-((4-phenethyl-4-(pyridin-2-yl)piperidin-1-yl)methyl)phenyl)methane-sulfonamide